[Sn+4].C(CCCCCCC)/C(/C(=O)OC1=CC=CC=C1)=C/C(=O)[O-].C(CCCCCCC)/C(/C(=O)OC1=CC=CC=C1)=C/C(=O)[O-].C1(=CC=CC=C1)OC(\C(=C/C(=O)[O-])\CCCCCCCC)=O.C1(=CC=CC=C1)OC(\C(=C/C(=O)[O-])\CCCCCCCC)=O diphenyl bis(n-octyl maleate) tin